C1(CC1)CN1CC[C@]23CCN(CC[C@]2([C@H]1CC1=CC=C(C=C13)C(=O)N)O)C(CN1N=CC(=C1)C(F)(F)F)=O (5aS,6R,11bR)-14-(cyclopropylmethyl)-5a-hydroxy-3-(2-(4-(trifluoromethyl)-1H-pyrazol-1-yl)acetyl)-1,2,3,4,5,5a,6,7-octahydro-6,11b-(epiminoethano)naphtho[1,2-d]azepine-10-carboxamide